CNCC(C1=CC(=C(C=C1)O)O)O (+/-)-adrenaline